methyl 3-amino-1-methylcyclopentane-1-carboxylate NC1CC(CC1)(C(=O)OC)C